3-methyl-1-oxobutan-2-ylcarbamate CC(C(C=O)NC([O-])=O)C